C12CN(CC(CC1)N2)C2=NC(=NC1=C(C(=CC=C21)C2=C(C(=NC1=CC=CC=C21)N)Cl)F)OCC21CCCN1CCC2 4-(4-(3,8-diazabicyclo-[3.2.1]octan-3-yl)-8-fluoro-2-((tetrahydro-1H-pyrrolizin-7a(5H)-yl)methoxy)-quinazolin-7-yl)-3-chloro-quinolin-2-amine